C1(CCCCC1)OCC(COC(C(=C)C)=O)OC(NCCCCCCNC(OC(COC(C=C)=O)COC1CCCCC1)=O)=O 2,15-bis(cyclohexyloxymethyl)-4,13,18-trioxo-3,14,17-trioxa-5,12-diazaicos-19-enylmethacrylate